CN1N=C(C(=C1C)N1N=CC(=C1)B1OC(C(O1)(C)C)(C)C)C 1',3',5'-trimethyl-4-(4,4,5,5-tetramethyl-1,3,2-dioxaborolan-2-yl)-1'H-1,4'-bipyrazole